ClC1=CC=C(C=C1)C=1C(=NN(C1O)C1=CC=C(C=N1)[S@@](=O)(=N)C1CC1)C (R)-(6-(4-(4-chlorophenyl)-5-hydroxy-3-methyl-1H-pyrazol-1-yl)pyridin-3-yl)(cyclopropyl)(imino)-λ6-sulfanone